4-(2-(5-methoxy-1H-indol-3-yl)vinyl)-1-n-dodecylquinoline COC=1C=C2C(=CNC2=CC1)C=CC1=CCN(C2=CC=CC=C12)CCCCCCCCCCCC